1-{[3-(dimethylamino)propyl]azanylidene}-N-ethylmethanimine hydrochloride Cl.CN(CCCN=C=NCC)C